C(C1=CC=CC=C1)OC=1C=CC2=C(CN(S(O2)(=O)=O)[C@H](C)C=2C=C(C=CC2C)C(CC(=O)OCC)C2=C(C3=C(N(N=N3)CCCCOCC3=CC=C(C=C3)OC)C=C2)C)C1 ethyl 3-(3-{(1R)-1-[6-(benzyloxy)-2,2-dioxo-2H-1,2λ6,3-benzoxathiazin-3(4H)-yl]ethyl}-4-methylphenyl)-3-(1-{4-[(4-methoxyphenyl) methoxy]butyl}-4-methyl-1H-benzotriazol-5-yl)propanoate